6-(trifluoromethyl)-2,3-dihydrobenzene FC(C=1C=CCCC1)(F)F